FC1=C(C(=C(C=C1F)F)F)C1=CC(=CC=C1)C(F)(F)F 2,3,5,6-Tetrafluoro-3'-(trifluoromethyl)-[1,1'-biphenyl]